FC1=C(C(=C(C(=C1C1=C2C=CC(C(=C3C=CC(=C(C=4C=CC(=C(C5=CC=C1N5)C5=C(C(=C(C(=C5F)F)F)F)F)N4)C4=C(C(=C(C(=C4F)F)F)F)F)N3)C3=C(C(=C(C(=C3F)F)F)F)F)=N2)F)F)F)F.[Pt+2] platinum (ii) tetrakis(pentafluorophenyl)porphine